FC1=C(CNC(=O)C=2C(C(=C3N(CCN(C3=O)CCOC)C2)O)=O)C=CC(=C1)F N-(2,4-Difluorobenzyl)-9-hydroxy-2-(2-methoxyethyl)-1,8-dioxo-1,3,4,8-tetrahydro-2H-pyrido[1,2-a]pyrazine-7-carboxamide